N-(5-(3-(5-azaspiro[3.4]octan-5-yl)propanamido)-2-methylpyridin-3-yl)-2-(1-methyl-1H-pyrazol-4-yl)-1H-pyrrolo[2,3-b]pyridine-5-carboxamide C1CCC12N(CCC2)CCC(=O)NC=2C=C(C(=NC2)C)NC(=O)C=2C=C1C(=NC2)NC(=C1)C=1C=NN(C1)C